(S)-4-(7-acryloyl-4-oxa-7-azaspiro[2.5]octan-6-yl)-6-chloro-N-methyl-[2,3'-bipyridine]-5'-carboxamide C(C=C)(=O)N1[C@H](COC2(CC2)C1)C1=CC(=NC(=C1)Cl)C=1C=NC=C(C1)C(=O)NC